C(C([N+](=O)[O-])(Cl)Cl)([N+](=O)[O-])(Cl)Cl tetrachlorodinitroethane